4-{9-[Methyl(7H-pyrrolo[2,3-d]pyrimidin-4-yl)amino]-3-azaspiro[5.5]undecan-3-carbonyl}cyclohexanon CN(C1CCC2(CCN(CC2)C(=O)C2CCC(CC2)=O)CC1)C=1C2=C(N=CN1)NC=C2